N-(2-(3-aminopropanamido)ethyl)-4-((3-(1-(cyanomethyl)-3-(trifluoromethyl)-1H-pyrazol-4-yl)imidazo[1,2-a]pyrazin-8-yl)amino)-2-ethylbenzamide formate C(=O)O.NCCC(=O)NCCNC(C1=C(C=C(C=C1)NC=1C=2N(C=CN1)C(=CN2)C=2C(=NN(C2)CC#N)C(F)(F)F)CC)=O